COC1=C(C=CC(=C1)CC=C)O 2-methoxy-4-prop-2-enylphenol